CC1=C(C(=C(C=C1)P1OCC2(CO1)COP(OC2)C2=C(C(=C(C=C2)C)C)C)C)C 3,9-Bis(trimethylphenyl)-2,4,8,10-tetraoxa-3,9-diphosphaspiro[5.5]undecane